COC(C1=CC=C(C=C1)O)=O methyl-para-hydroxybenzoate